tris(2-ethanol)-dihydrochloride Cl.Cl.CCO.CCO.CCO